N-[1-(2-pyrimidin-2-yl-1,2,4-triazol-3-yl)ethyl]-6,8-bis(trifluoromethyl)quinazolin-4-amine N1=C(N=CC=C1)N1N=CN=C1C(C)NC1=NC=NC2=C(C=C(C=C12)C(F)(F)F)C(F)(F)F